N-(3-(2-(1,1-difluoroethyl)-6-methylpyrimidin-4-yl)-1-((1r,3r)-3-(dimethylamino)cyclobutyl)-1H-pyrrolo[2,3-c]pyridin-5-yl)acetamide FC(C)(F)C1=NC(=CC(=N1)C1=CN(C2=CN=C(C=C21)NC(C)=O)C2CC(C2)N(C)C)C